FC1=C(C=C(C=C1)C=1C=C2C(=NC=NC2=C(C1)OC)NCC=1N=NC(=CC1)C)C 6-(4-fluoro-3-methylphenyl)-8-methoxy-N-((6-methylpyridazin-3-yl)methyl)quinazolin-4-amine